(S)-6-(1-amino-1,3-dihydrospiro[indene-2,4'-piperidin]-1'-yl)-3-(1-(2-amino-3-chloropyridin-4-yl)cyclopropyl)-1,5-dihydro-4H-pyrazolo[3,4-d]pyrimidin-4-one N[C@@H]1C2=CC=CC=C2CC12CCN(CC2)C=2NC(C1=C(N2)NN=C1C1(CC1)C1=C(C(=NC=C1)N)Cl)=O